8-(2-fluoro-5-(2-morpholinoethoxy)phenyl)-N-(4-morpholinophenyl)quinazolin-2-amine FC1=C(C=C(C=C1)OCCN1CCOCC1)C=1C=CC=C2C=NC(=NC12)NC1=CC=C(C=C1)N1CCOCC1